3-[(dimethylamino)methylene]-2,3-dihydro-4H-pyrano[3,2-b]pyridin-4-one CN(C)C=C1C(C2=NC=CC=C2OC1)=O